NC1=NC(=NC(=N1)N)NC(=N)N 1-(4,6-diamino-1,3,5-triazin-2-yl)guanidine